2-(2-(3,4-dihydroxyphenyl) acetoxy)-3-hydroxypropyl methacrylate C(C(=C)C)(=O)OCC(CO)OC(CC1=CC(=C(C=C1)O)O)=O